C(C)(C)C=1C(=NNC1C=1C=C(C=2N(C1)N=CN2)C)C2=NC=C(C=C2)C2CCN(CC2)C(C)C 6-(4-isopropyl-3-(5-(1-isopropylpiperidin-4-yl)pyridin-2-yl)-1H-pyrazol-5-yl)-8-methyl-[1,2,4]triazolo[1,5-a]pyridine